3-butylidene-isobenzofuran-1(3H)-one C(CCC)=C1OC(C2=CC=CC=C12)=O